5-Bromo-2-chloro-4-hydrazino-6-methylpyrimidine BrC=1C(=NC(=NC1C)Cl)NN